1-(2-(imidazo[1,2-a]pyridine-3-carbonyl)-2-azaspiro[3.3]heptan-6-yl)-3-(3-(trifluoromethyl)phenyl)urea N=1C=C(N2C1C=CC=C2)C(=O)N2CC1(C2)CC(C1)NC(=O)NC1=CC(=CC=C1)C(F)(F)F